3-(6-amino-3-pyridinyl)-1-(benzyloxycarbonyl-sulfamoyl)pyrrole-2-carboxylic acid benzyl ester C(C1=CC=CC=C1)OC(=O)C=1N(C=CC1C=1C=NC(=CC1)N)S(NC(=O)OCC1=CC=CC=C1)(=O)=O